P(=O)(O)(O)OC[C@H]([C@@H](CC=O)O)O deoxy-D-xylose 5-phosphate